C(C=C)(=O)O.C(C)(C)(C1=CC=CC=C1)C1=CC=C(C=C1)OC1=CC=C(C=C1)C(C)(C)C1=CC=CC=C1 p-cumylphenyl ether acrylate